C1(CO1)=O Acetolacton